4-((2-(oxetan-3-yl)ethyl)amino)-2-oxo-1,2-dihydroquinoline-3-carbonitrile O1CC(C1)CCNC1=C(C(NC2=CC=CC=C12)=O)C#N